N-((1S,2R)-2-cyclopropoxy-1-(5-((S)-2-methoxy-1-((S)-2-oxo-4-(trifluoromethyl)imidazolidin-1-yl)ethyl)benzo[d]oxazol-2-yl)propyl)-4-ethylisoxazole-3-carboxamide C1(CC1)O[C@@H]([C@@H](C=1OC2=C(N1)C=C(C=C2)[C@@H](COC)N2C(N[C@@H](C2)C(F)(F)F)=O)NC(=O)C2=NOC=C2CC)C